[N+](=O)([O-])C1=C(COC(=O)NC2=CC=C(C=C2)NC(=O)OCC2=C(C=CC=C2[N+](=O)[O-])[N+](=O)[O-])C(=CC=C1)[N+](=O)[O-] bis[(2,6-dinitrobenzyloxy)carbonyl]-1,4-phenylenediamine